(5-bromopyridin-3-yl)-3,3-difluoropropan-1-amine BrC=1C=C(C=NC1)C(CC(F)F)N